(R)-2-(4-(1-(pyrrolidin-3-yl)-1H-1,2,3-triazol-4-yl)phenyl)-1H-benzo[d]imidazole-4-carboxamide N1C[C@@H](CC1)N1N=NC(=C1)C1=CC=C(C=C1)C1=NC2=C(N1)C=CC=C2C(=O)N